BrCC1(COC(OC1)(C)C)COC(COC1COC(OC1)(C)C)COC1COC(OC1)(C)C 5,5'-((2-((5-(bromomethyl)-2,2-dimethyl-1,3-dioxan-5-yl)methoxy)propane-1,3-diyl)bis(oxy))bis(2,2-dimethyl-1,3-dioxane)